C(C)N(C1=C(C=CC(=C1)NCC1=CC=C(C=C1)C(F)(F)F)NC(C(C(CCCCC)F)F)=O)CC N-(2-(Diethylamino)-4-((4-(trifluoromethyl)benzyl)amino)phenyl)-2,3-difluorooctanamid